C1(=CC=CC=C1)C(N1CC(C1)=C(C(C)=O)C)C1=CC=CC=C1 3-(1-Diphenylmethylazetidin-3-ylidene)-butan-2-one